C(CCCCCCCCCCC)(=O)N=[N+]=[N-] dodecanoyl Azide